12-(4-acetylphenyl)-9-hydroxy-5-menthyl-4-thia-2,12-diazatricyclo[7.3.0.03,7]dodeca-1,3(7),5-trien-8-one C(C)(=O)C1=CC=C(C=C1)N1CCC2(C(C=3C=C(SC3N=C12)C1CC(CCC1C(C)C)C)=O)O